BrC=1C=C(C=O)C=CC1F 3-bromo-4-fluoro-benzaldehyde